NC=1C2=C(N=C(N1)C=1N=C(C=3N(C1)N=CN3)CC3=CC=C(C=C3)F)NC(C2(C)C2=CC(=C(C=C2)Cl)O)=O 4-Amino-5-(4-chloro-3-hydroxyphenyl)-2-{8-[(4-fluorophenyl)methyl]-[1,2,4]triazolo[1,5-a]pyrazin-6-yl}-5-methyl-5,7-dihydro-6H-pyrrolo[2,3-d]pyrimidin-6-one